(S)-5-(4-hydroxy-4-methylisoxazolidine-2-carbonyl)-1-isopropyl-3-methyl-6-(2,3-dimethylbenzyl)-1,6-dihydro-2H-pyrrolo[3,4-d]pyrimidine-2,4(3H)-dione O[C@]1(CN(OC1)C(=O)C=1N(C=C2N(C(N(C(C21)=O)C)=O)C(C)C)CC2=C(C(=CC=C2)C)C)C